C(C)(C)(C)OC(=O)N[C@H](C(=O)OC(C)(C)C)CC1=CC(=NO1)C(N)=O tert-butyl (S)-2-((tert-butoxycarbonyl)amino)-3-(3-carbamoylisoxazol-5-yl)propanoate